C(C)(C)(C)OC(=O)N1CCC2(CN(C2)C2=NOC(=C2)C(C(C)C)C(=O)OC)CC1.[F-].O water fluoride tert-butyl-2-[5-(1-methoxycarbonyl-2-methyl-propyl)isoxazol-3-yl]-2,7-diazaspiro[3.5]nonane-7-carboxylate